NC1=C2N=CN(C2=NC(=N1)F)[C@H]1C[C@@H]([C@@](O1)(C#C)COP(=O)(OC1=CC=CC=C1)N[C@@H](CC1=CC=CC=C1)C(=O)OCC(CC)CC)O 2-Ethylbutyl ((((2R,3S,5R)-5-(6-amino-2-fluoro-9H-purin-9-yl)-2-ethynyl-3-hydroxytetrahydrofuran-2-yl)methoxy)(phenoxy)phosphoryl)-L-phenylalaninate